5-methoxy-7-(5-methoxypyridin-3-yl)-N-(3-(methylamino)-3-oxopropyl)-N-(1-(pyridin-2-yl)piperidin-4-yl)benzo[b]thiophene-2-carboxamide COC1=CC2=C(SC(=C2)C(=O)N(C2CCN(CC2)C2=NC=CC=C2)CCC(=O)NC)C(=C1)C=1C=NC=C(C1)OC